P(=O)(OCC1=CC=CC=C1)(OC1=CC=CC=2OC=C(C21)CC[N+](C)(C)CC2=CC=CC=C2)[O-] benzyl {3-[2-(Benzyldimethylammonio)ethyl]-benzo[b]furan-4-yl} Phosphate